FC(C(C)(O)C)(C1=C(C(=CC=C1)[C@@H](C)NC1=NC(=NC2=CC(=C(C=C12)OCCOC)OC(C)C)C)F)F (R)-1,1-Difluoro-1-(2-fluoro-3-(1-((7-isopropoxy-6-(2-methoxyethoxy)-2-Methylquinazolin-4-yl)amino)ethyl)phenyl)-2-methylpropan-2-ol